2-(((1R)-1-(2-cyano-3-(8,8-difluoro-3-azabicyclo[3.2.1]octan-3-yl)-7-methylquinoxalin-5-yl)ethyl)amino)-benzoic acid C(#N)C1=NC2=CC(=CC(=C2N=C1N1CC2CCC(C1)C2(F)F)[C@@H](C)NC2=C(C(=O)O)C=CC=C2)C